N3,N3-bis([1,1'-biphenyl]-4-yl)-N5-(dibenzo[b,d]furan-4-yl)-N5-phenyl-[1,1'-biphenyl]-3,5-diamine C1(=CC=C(C=C1)N(C=1C=C(C=C(C1)N(C1=CC=CC=C1)C1=CC=CC2=C1OC1=C2C=CC=C1)C1=CC=CC=C1)C1=CC=C(C=C1)C1=CC=CC=C1)C1=CC=CC=C1